O[C@H]1C[C@H]2C[C@H]([C@H]3[C@@H]4CC[C@H]([C@@H](CCCC(C)C)C)[C@]4(CC[C@@H]3[C@]2(CC1)C)C)O 3alpha,7alpha-Dihydroxy-5beta-cholestan